(5α,6α)-7,8-didehydro-4,5-epoxy-17-methyl-7-methylmorphinan-3,6-diol CN1[C@H]2[C@@H]3C=C([C@@H]([C@H]4[C@@]3(C=3C(=C(C=CC3C2)O)O4)CC1)O)C